(S)-(2-(6-(2-ethyl-4-hydroxyphenyl)-1H-indazol-3-yl)-5-propyl-4,5,6,7-tetrahydro-3H-imidazo[4,5-c]pyridin-6-yl)(4-(2-hydroxyethyl)piperazin-1-yl)methanone C(C)C1=C(C=CC(=C1)O)C1=CC=C2C(=NNC2=C1)C1=NC2=C(CN([C@@H](C2)C(=O)N2CCN(CC2)CCO)CCC)N1